methyl (1r,4r)-4-(3-chloroanilino)-2'-[3,3-difluoro-2-(hydroxymethyl)propyl]-2',3'-dihydrospiro[cyclohexane-1,1'-indene]-4-carboxylate ClC=1C=C(NC2(CCC3(C(CC4=CC=CC=C34)CC(C(F)F)CO)CC2)C(=O)OC)C=CC1